NC=1C=NC2=CC=C(C=C2C1NCCC[C@H](C)OC1=NC=C(C=C1[C@@H]1N(C[C@H](C1)F)C(=O)OC(C)(C)C)F)Br tert-butyl (2R,4S)-2-(2-((S)-5-(3-amino-6-bromoquinolin-4-ylamino) pent-2-yloxy)-5-fluoropyridin-3-yl)-4-fluoropyrrolidine-1-carboxylate